5-(1-(4-(4-(quinoxalin-2-yl)-1H-pyrazol-1-yl)piperidin-1-yl)cyclopropyl)pentan-1-amine N1=C(C=NC2=CC=CC=C12)C=1C=NN(C1)C1CCN(CC1)C1(CC1)CCCCCN